The molecule is a diterpene comprising bicyclo[12.1.0]pentadeca-2,6,10-triene having three methyl substituents located at the 3-, 7- and 11-positions as well as gem-dimethyl groups at the 15-position. It has a role as an antifungal agent. It derives from a hydride of a casbane. C/C/1=C\\CC/C(=C/C2C(C2(C)C)CC/C(=C/CC1)/C)/C